[N-](C#N)C#N.N1C=NC=C1 imidazole dicyanamide salt